2-(5-hexenyl)cyclopentan-1-one C(CCCC=C)C1C(CCC1)=O